BrC1=C(C(N(C=C1)CCN1CCOCC1)=O)OC1=C(C=CC=C1C)C 4-bromo-3-(2,6-dimethylphenoxy)-1-(2-morpholinoethyl)pyridin-2(1H)-one